C(C)(C)(C)C1=CC=C(C=C1)C1=CC(=C(C(=C1)[N+](=O)[O-])C=C)C 4'-(tert-butyl)-3-methyl-5-nitro-4-vinyl-1,1'-biphenyl